2-(2-((7-(3-(aminomethyl)phenyl)-4-((1-methyl-1H-pyrazol-3-yl)methoxy)benzofuran-5-yl)methoxy)phenyl)acetic acid NCC=1C=C(C=CC1)C1=CC(=C(C=2C=COC21)OCC2=NN(C=C2)C)COC2=C(C=CC=C2)CC(=O)O